methyl N-methyl-N-((S)-1-((S)-1-tritylaziridine-2-carbonyl)pyrrolidine-3-carbonyl)-L-valinate CN([C@@H](C(C)C)C(=O)OC)C(=O)[C@@H]1CN(CC1)C(=O)C1[N@](C1)C(C1=CC=CC=C1)(C1=CC=CC=C1)C1=CC=CC=C1